The molecule is a lipid A where the free primary hydroxy group of lipid A has a branched nonasaccharide attached. It is a member of lipid As and a dodecanoate ester. It is a conjugate acid of a galactosyl-(glucosyl)3-(heptosyl)3-(KDO)2-lipid A-bisphosphate(10-). CCCCCCCCCCCCCC(=O)O[C@H](CCCCCCCCCCC)CC(=O)O[C@@H]1[C@H]([C@@H](O[C@@H]([C@H]1OP(=O)(O)O)CO[C@@]2(C[C@H]([C@H]([C@H](O2)[C@@H](CO)O)O[C@@H]3[C@H]([C@H]([C@@H]([C@H](O3)[C@H](CO)O)OP(=O)(O)O)O[C@@H]4[C@H]([C@H]([C@@H]([C@H](O4)[C@H](CO[C@@H]5[C@H]([C@H]([C@@H]([C@H](O5)[C@H](CO)O)O)O)O)O)OP(=O)(O)O)O[C@@H]6[C@@H]([C@H]([C@@H]([C@H](O6)CO[C@@H]7[C@@H]([C@H]([C@H]([C@H](O7)CO)O)O)O)O)O[C@@H]8[C@@H]([C@H]([C@@H]([C@H](O8)CO)O)O)O[C@@H]9[C@@H]([C@H]([C@@H]([C@H](O9)CO)O)O)O)O)O)O)O[C@@]1(C[C@H]([C@H]([C@H](O1)[C@@H](CO)O)O)O)C(=O)O)C(=O)O)OC[C@@H]1[C@H]([C@@H]([C@H]([C@H](O1)OP(=O)(O)O)NC(=O)C[C@@H](CCCCCCCCCCC)O)OC(=O)C[C@@H](CCCCCCCCCCC)O)O)NC(=O)C[C@@H](CCCCCCCCCCC)OC(=O)CCCCCCCCCCC